ClC1=NC(=C(C(=N1)N1[C@@]2(CO[C@H](C1)C2)CO)Cl)Cl ((1S,4R)-5-(2,5,6-trichloropyrimidin-4-yl)-2-oxa-5-azabicyclo[2.2.1]hept-4-yl)methanol